CCCCCSSCCCC 7,6-dithiaundecane